2-amino-2H-[1,2,3]Triazole NN1N=CC=N1